CC=1N=C(NC1C)C1=NC=CC(=C1)C=1C=NC=C(C1)C(=O)N1C[C@@H](CC1)N(C)C (R)-(2'-(4,5-Dimethyl-1H-imidazol-2-yl)-3,4'-bipyridin-5-yl)(3-(dimethylamino)pyrrolidin-1-yl)methanon